ClC=1C=C2C3=C(NC2=C(C1)NC)N=CC(=C3N3CC(CC3)N(C)C)C=3C=C1C(C(=CN(C1=NC3)C)C(=O)O)=O 6-(6-chloro-4-(3-(dimethylamino)pyrrolidin-1-yl)-8-(methylamino)-9H-pyrido[2,3-b]indol-3-yl)-1-methyl-4-oxo-1,4-dihydro-1,8-naphthyridine-3-carboxylic acid